ClC1=C(C=NN(C1=O)C)N[C@@H]1C[C@@H](CN(C1)C)C1=CC=C(C(=O)N2CCC3(CC2)CCN(CC3)C3=CC(=C(C(=C3)OC)C3C(NC(CC3)=O)=O)F)C=C1 3-[4-[3-[4-[(3R,5R)-5-[(5-chloro-1-methyl-6-oxo-pyridazin-4-yl)amino]-1-methyl-3-piperidyl]benzoyl]-3,9-diazaspiro[5.5]undecan-9-yl]-2-fluoro-6-methoxy-phenyl]piperidine-2,6-dione